1,6-hexanediol distearate C(CCCCCCCCCCCCCCCCC)(=O)OCCCCCCOC(CCCCCCCCCCCCCCCCC)=O